(S)-2-(1,3-dioxoisoindolin-2-yl)-3-methylbutane-1-sulfonamide O=C1N(C(C2=CC=CC=C12)=O)[C@H](CS(=O)(=O)N)C(C)C